C(C)(C)N1CC(=CC1)C=1C=NC2=CC=C(C=C2C1)C=1N=CNC1C1=NC(=CC=C1)C 3-(1-isopropyl-2,5-dihydropyrrol-3-yl)-6-[5-(6-methyl-2-pyridyl)-1H-imidazol-4-yl]quinoline